3-(4-((1,3,4-oxadiazol-2-yl)methyl)benzyl)-2-oxo-2,3-dihydro-1H-benzo[d]imidazole-1-carboxylic acid tert-butyl ester C(C)(C)(C)OC(=O)N1C(N(C2=C1C=CC=C2)CC2=CC=C(C=C2)CC=2OC=NN2)=O